Epoxypropan C1C(C)O1